O1CC(CC1)C=1C=CC(=NC1)C#C[Si](C)(C)C 5-(tetrahydrofuran-3-yl)-2-((trimethylsilyl)ethynyl)pyridine